4-((2-(trimethylsilyl)ethoxy)methyl)-2,6-diazabicyclo[3.2.0]Heptane-4-carboxylic acid C[Si](CCOCC1(CNC2CNC12)C(=O)O)(C)C